spiro[5H-furo[2,3-g]indazole-4,1'-cyclopropane]-7-carboxamide C12(CC1)C1=CN=NC1=C1C(C2)OC(=C1)C(=O)N